(3-acetyl-5-(1H-benzo[d]imidazol-2-yl)-1H-indazol-1-yl)acetic acid C(C)(=O)C1=NN(C2=CC=C(C=C12)C1=NC2=C(N1)C=CC=C2)CC(=O)O